FC1(OC2=C(O1)C=CC(=C2)CN2CCC(CC2)C=2C=C1CN(C(C1=CC2)=O)C2C(NC(CC2)=O)=O)F 3-(5-(1-((2,2-difluorobenzo[d][1,3]dioxol-5-yl)methyl)piperidin-4-yl)-1-oxoisoindolin-2-yl)piperidine-2,6-dione